5-(4,4-difluoropiperidin-3-yl)-1-(2-(methylsulfonyl)ethyl)pyridin-2(1H)-one hydrochloride Cl.FC1(C(CNCC1)C=1C=CC(N(C1)CCS(=O)(=O)C)=O)F